(2R,5S)-5-(4-Chlorobenzyl)-4-(4-(4,5-dimethyloxazol-2-yl)cyclohexyl)-N-isopropylmorpholin-2-carboxamid ClC1=CC=C(C[C@H]2CO[C@H](CN2C2CCC(CC2)C=2OC(=C(N2)C)C)C(=O)NC(C)C)C=C1